(hydroxy-3-methacryloyloxy-prop-1-yloxy)propane OC(CCOCCC)OC(C(=C)C)=O